5-[4-[[(5,6-dimethoxy-2-pyridyl)amino]methyl]-2-fluoro-6-hydroxy-phenyl]-1,1-dioxo-1,2,5-thiadiazolidin-3-one COC=1C=CC(=NC1OC)NCC1=CC(=C(C(=C1)O)N1CC(NS1(=O)=O)=O)F